C(CCC\C=C/C\C=C/C\C=C/C\C=C/CCCCC)(=O)[N-]C1CC1 Arachidonoyl-cyclopropylamide